tert-butyl (3R)-3-[[3-amino-7-(2-fluoro-6-methyl-phenyl)-5-isoquinolyl]oxy]pyrrolidine-1-carboxylate NC=1N=CC2=CC(=CC(=C2C1)O[C@H]1CN(CC1)C(=O)OC(C)(C)C)C1=C(C=CC=C1C)F